Diphenylbis[4-(pyridin-3-yl)phenyl]silane C1(=CC=CC=C1)[Si](C1=CC=C(C=C1)C=1C=NC=CC1)(C1=CC=C(C=C1)C=1C=NC=CC1)C1=CC=CC=C1